CC1COC2=C(O1)C=CC(=C2)C=O 2-methyl-2,3-dihydro-1,4-benzodioxine-6-carbaldehyde